CC(C)(C)C1=CC(=C(C(=C1)C(CCCCCCCCCCCCCC)C)O)C 4-(1,1-dimethylethyl)-2-methyl-6-(1-methylpentadecyl)phenol